7-isopropyl-1-oxaspiro[4.4]nonan-2-one C(C)(C)C1CC2(CCC(O2)=O)CC1